C(CCC)P(CCCC)(CCCC)=[Te] tri(n-butyl)phosphine telluride